Cl.Cl.COC=1C=C(C=CC1OC)C1=NN(C2=C1C=NC=1C(=CC=CC21)OC)C=2C=C1CCNCC1=CC2 3-(3,4-dimethoxyphenyl)-6-methoxy-1-(1,2,3,4-tetrahydroisoquinolin-6-yl)-1H-pyrazolo[4,3-c]quinoline dihydrochloride